NC1CCC(CC1)N1C(=NC2=C1C=CC=C2)C2=CC(=NN2)NC(C2=CC=C(C=C2)NC2CCN(CC2)C)=O N-(5-(1-(4-aminocyclohexyl)-1H-benzo[d]imidazol-2-yl)-1H-pyrazol-3-yl)-4-((1-methylpiperidin-4-yl)amino)benzamide